C(\C=C/C(=O)O)(=O)O.C(C(C)C)NC1CN(CC1)C(=O)N1CCN(C2=CC=CC=C12)CC1=NC=CC=C1 (3-(isobutylamino)pyrrolidin-1-yl)(4-(pyridin-2-ylmethyl)-3,4-dihydroquinoxalin-1(2H)-yl)methanone maleate